(amino)guanosine N[C@@]1([C@H](O)[C@H](O)[C@@H](CO)O1)N1C=NC=2C(=O)NC(N)=NC12